[Ir+3].OC=1C=C2C(C=C(OC2=CC1O)CCC1=CC=CC=C1)=O 6,7-dihydroxy-2-(2-phenylethyl)chromone iridium(III)